N-((5-(5-(difluoromethyl)-1,3,4-oxadiazol-2-yl)pyridin-2-yl)methyl)-N-phenylethenesulfonamide FC(C1=NN=C(O1)C=1C=CC(=NC1)CN(S(=O)(=O)C=C)C1=CC=CC=C1)F